ClC=1C=C(C#N)C=C(C1)OC1=C(N=CN(C1=O)CC1=NNC(C(=C1)C1CC(C1)(F)F)=O)C(F)(F)F 3-chloro-5-((1-((5-(3,3-difluorocyclobutyl)-6-oxo-1,6-dihydropyridazin-3-yl)methyl)-6-oxo-4-(trifluoromethyl)-1,6-dihydropyrimidin-5-yl)oxy)benzonitrile